C(#N)C=1C(=CC(=NC1N1[C@H](CC1)C)N1C[C@@H]2C([C@@H]2C1)[C@H](C(=O)O)C)C(F)(F)F (R)-2-((1R,5S,6R)-3-(5-cyano-6-((S)-2-methylazetidin-1-yl)-4-(trifluoromethyl)pyridin-2-yl)-3-azabicyclo[3.1.0]hexane-6-yl)propionic acid